3-amino-N-[(6S)-2-[(3S,4R)-3-amino-4-(trifluoromethyl)pyrrolidin-1-yl]-5,6,7,8-tetrahydroquinolin-6-yl]-6-methylthieno[2,3-b]pyridine-2-carboxamide NC1=C(SC2=NC(=CC=C21)C)C(=O)N[C@@H]2CC=1C=CC(=NC1CC2)N2C[C@H]([C@@H](C2)C(F)(F)F)N